NC1(CN(CCC1)C=1C=NC(=CC1CN1C2=NC=NC(=C2N=C1)N)C1=CC(=C(C=C1)F)F)CC#N 2-(3-amino-1-(4-((6-amino-9H-purin-9-yl)methyl)-6-(3,4-difluorophenyl)pyridin-3-yl)piperidin-3-yl)acetonitrile